2,3-bis(4-aminophenyl)hexafluoropropane NC1=CC=C(C=C1)C(C(F)(F)F)(C(C1=CC=C(C=C1)N)(F)F)F